ClC=1C=C(C=CC1F)NC(=O)C1=C(N=CN1C)C1CC2CC(CC2C1)(O)C1=NN(C=C1C(F)(F)F)CC N-(3-Chloro-4-fluorophenyl)-4-(5-(1-ethyl-4-(trifluoromethyl)-1H-pyrazol-3-yl)-5-hydroxyoctahydropentalen-2-yl)-1-methyl-1H-imidazole-5-carboxamide